4-isopropyl-1,3-dimethyl-6-(3-((triisopropylsilyl)oxy)isoquinolin-8-yl)-1,3-dihydro-2H-benzo[d]imidazol-2-one C(C)(C)C1=CC(=CC=2N(C(N(C21)C)=O)C)C=2C=CC=C1C=C(N=CC21)O[Si](C(C)C)(C(C)C)C(C)C